FC=1C=C2CC(CC2=CC1F)(C(=O)NC)O 5,6-difluoro-2-hydroxy-N-methyl-2,3-dihydro-1H-indene-2-carboxamide